6-Amino-3-((1S,3S)-4'-chloro-3-(5-cyano-3-methyl-1H-pyrazol-1-yl)-1',2'-dihydrospiro[cyclopentane-1,3'-pyrrolo[2,3-b]pyridin]-5'-yl)-2-fluoro-N,N-dimethylbenzamide NC1=CC=C(C(=C1C(=O)N(C)C)F)C=1C(=C2C(=NC1)NC[C@@]21C[C@H](CC1)N1N=C(C=C1C#N)C)Cl